(3S)-12-[2-(methoxymethoxy)phenyl]-3-methyl-4,8,10,11-tetrazatricyclo[7.4.0.02,7]trideca-1(9),2(7),10,12-tetraene COCOC1=C(C=CC=C1)C=1N=NC=2NC=3CCN[C@H](C3C2C1)C